ClC1=NC(=CN=C1)N1C[C@@H](CC1)F (R)-2-chloro-6-(3-fluoropyrrolidin-1-yl)pyrazine